N2-(6-morpholinonaphthalen-2-yl)spiro[3.3]heptane-2,6-diamine O1CCN(CC1)C=1C=C2C=CC(=CC2=CC1)NC1CC2(C1)CC(C2)N